C(C)(C)(C)S t-butyl mercaptan